[Se+2].[Se](=O)([O-])[O-].[Ca+2].[Se](=O)([O-])[O-] calcium selenite selenium